C(C1=CC=CC=C1)OCC1=NN(C(N1CC)=O)C=1C=C2C(=CN(C(C2=CC1F)=O)C1=C(C=CC(=C1)C)F)C(=C)C 6-(3-((benzyloxy)methyl)-4-ethyl-5-oxo-4,5-dihydro-1H-1,2,4-triazol-1-yl)-7-fluoro-2-(2-fluoro-5-methylphenyl)-4-(prop-1-en-2-yl)isoquinolin-1(2H)-one